1-[5-(azetidin-3-yl)-2-pyridinyl]-3-methyl-azetidin-3-ol N1CC(C1)C=1C=CC(=NC1)N1CC(C1)(O)C